[Si](C)(C)(C(C)(C)C)OCC=1OC(=CN1)C1=C2CN(C(C2=CC=C1)=O)C1C(NC(CC1)=O)=O 3-(4-(2-(((tert-butyldimethylsilyl)oxy)methyl)oxazol-5-yl)-1-oxoisoindolin-2-yl)piperidine-2,6-dione